3-(2,4-dimethoxyphenyl)-2-propen-1-one COC1=C(C=CC(=C1)OC)C=CC=O